3,4,4a,5,7,7a-hexahydro-2H-pyrrolo[3,4-b][1,4]oxazine-6-carboxamide 2,2,2-trifluoroacetic acid salt FC(C(=O)O)(F)F.O1C2C(NCC1)CN(C2)C(=O)N